N,N-dimethyl-2-[4-(4,4,5,5-tetramethyl-1,3,2-dioxaborolan-2-yl)pyrazol-1-yl]ethanamine CN(CCN1N=CC(=C1)B1OC(C(O1)(C)C)(C)C)C